The molecule is an N-acylphytosphingosine-1-phosphoethanolamine zwitterion in which the N-acyl group is specified as hexadecanoyl. It derives from a N-hexadecanoylphytosphingosine. It is a tautomer of a N-hexadecanoylphytosphingosine-1-phosphoethanolamine. CCCCCCCCCCCCCCCC(=O)N[C@@H](COP(=O)([O-])OCC[NH3+])[C@@H]([C@@H](CCCCCCCCCCCCCC)O)O